FC(CN1C(=NC2=C1C=C(C=C2)C=2C=CN1N=C(N=C(C12)OC)N[C@H]1[C@H](CN(CC1)C)F)C)F 5-(1-(2,2-difluoroethyl)-2-methyl-1H-benzo[d]imidazol-6-yl)-N-((3s,4r)-3-fluoro-1-methylpiperidin-4-yl)-4-methoxypyrrolo[2,1-f][1,2,4]triazin-2-amine